ClC=1C=NC(=C(C1N1C(C=2C(C1=O)=CC=CC2)=O)N2C=C(C1=CC=CC=C21)C2=CC=C(C=C2)F)N2C=C(C1=CC=CC=C21)C2=CC=C(C=C2)F 3-chloro-4-phthalimido-5,6-bis(3-(4-fluorophenyl)-1H-indol-1-yl)-pyridine